C(#N)C=1C(=CC2=C(N(C(=N2)NC(C[C@](C)(C2=CC=CC=C2)O)=O)C2CCC2)C1)C (R)-N-(6-cyano-1-cyclobutyl-5-methyl-1H-benzo[d]imidazol-2-yl)-3-hydroxy-3-phenylbutanamide